C(C1=CC=CC=C1)NC1=NC2=CC=CC=C2C(=N1)NCC1=CC=CC=C1 N2,N4-dibenzylquinazoline-2,4-diamine